FC1=CC2=C(N(C=N2)C2=CC=C(C=C2)NC(=O)N2N=C(C=C2N)C(C)(C)C)C=C1 5-amino-3-tert-butyl-pyrazol-1-carboxylic acid [4-(5-fluoro-benzimidazol-1-yl)-phenyl]-amide